CCCCCCCCC=CCCCCCCCCCCCCCCC 9-Pentacosene